2-amino-N-(2,6-dioxopiperidin-3-yl)benzenesulfonamide NC1=C(C=CC=C1)S(=O)(=O)NC1C(NC(CC1)=O)=O